N-((6-((3R,5S)-3,5-dimethylpiperazin-1-yl)-3-(trifluoromethyl)pyridin-2-yl)methyl)-5-(tetrahydro-2H-pyran-4-yl)-7H-pyrrolo[2,3-d]pyrimidin-4-amine C[C@@H]1CN(C[C@@H](N1)C)C1=CC=C(C(=N1)CNC=1C2=C(N=CN1)NC=C2C2CCOCC2)C(F)(F)F